(S)-N-(6-(3-(1-((5-cyclopropylthiazol-2-yl)amino)-1-oxopropan-2-yl)phenyl)pyridazin-3-yl)acrylamide C1(CC1)C1=CN=C(S1)NC([C@@H](C)C=1C=C(C=CC1)C1=CC=C(N=N1)NC(C=C)=O)=O